Benzyl 4-(4-imino-2,6-difluorophenyl)piperazine-1-carboxylate N=C1CC(=C(C(=C1)F)N1CCN(CC1)C(=O)OCC1=CC=CC=C1)F